3-tert-butoxycarbonylaminopiperidine C(C)(C)(C)OC(=O)NC1CNCCC1